FC(C1=NN=C(O1)C1=CC(=C(CN2N=NC(=C2)C2=CC=C(C(=O)O)C=C2)C=C1)F)F 4-(1-(4-(5-(difluoromethyl)-1,3,4-oxadiazol-2-yl)-2-fluorobenzyl)-1H-1,2,3-triazol-4-yl)benzoic acid